CS(=O)(=O)[C@H]1CN(CC1)C(=O)NC1=NC2=C(N1)C(=CC=C2C=2C=NN(C2)C)OC (3R)-3-methanesulfonyl-N-[7-methoxy-4-(1-methyl-1H-pyrazol-4-yl)-1H-1,3-benzodiazol-2-yl]pyrrolidine-1-carboxamide